2-[(2Z)-2-(aminomethyl)-3-fluoroprop-2-en-1-yl]-4-(6-bromopyridin-3-yl)-2,4-dihydro-3H-1,2,4-triazol-3-one NC/C(/CN1N=CN(C1=O)C=1C=NC(=CC1)Br)=C/F